5-(tert-Butyl) 1-methyl ((S)-4-(tert-butoxy)-2-((S)-2-(5-methoxy-1H-indole-2-carboxamido)-3-(naphthalen-2-yl)propanamido)-4-oxobutanoyl)-L-glutamate C(C)(C)(C)OC(C[C@@H](C(=O)N[C@@H](CCC(=O)OC(C)(C)C)C(=O)OC)NC([C@H](CC1=CC2=CC=CC=C2C=C1)NC(=O)C=1NC2=CC=C(C=C2C1)OC)=O)=O